COC1=C(N=C(N(C1=O)C)N(CC1=CC=CC2=CC=CC=C12)C)C(=O)NC=1C=NOC1 5-methoxy-1-methyl-2-[methyl(naphthalen-1-ylmethyl)amino]-N-(1,2-oxazol-4-yl)-6-oxopyrimidine-4-carboxamide